5-butyl-2(5H)-furanone C(CCC)C1C=CC(O1)=O